3-aminononanoic acid propyl ester C(CC)OC(CC(CCCCCC)N)=O